CS(=O)(=O)C=1C=C(CNC2=NC(=NC=C2C(F)(F)F)NC2=CC=C(C=C2)C2CCN(CC2)CC2=CC=C(C=C2)NC2C(NC(CC2)=O)=O)C=CC1 3-((4-((4-(4-((4-((3-(methylsulfonyl)benzyl)amino)-5-(trifluoromethyl)pyrimidin-2-yl)amino)phenyl)piperidin-1-yl)methyl)phenyl)amino)piperidine-2,6-dione